FC=1C(=C(OC=2C(=C(C(=NC2)C(F)(F)F)C)B2OC(C(O2)(C)C)(C)C)C=CC1F)C 5-(3,4-difluoro-2-methyl-phenoxy)-3-methyl-4-(4,4,5,5-tetramethyl-1,3,2-dioxaborolan-2-yl)-2-(trifluoromethyl)pyridine